C(N)(=O)C=1C=C(C=CC1F)NC(=O)C=1C=2CCC(C2C=CC1OC1=CC=C(C=C1)OC(F)(F)F)(F)F N-(3-Carbamoyl-4-fluoro-phenyl)-1,1-difluoro-5-[4-(trifluoromethoxy)phenoxy]indane-4-carboxamide